p-(tert-butyl)phenethyldimethylchlorosilane C(C)(C)(C)C1=CC=C(CC[Si](Cl)(C)C)C=C1